t-butyl 2-bromoacetate BrCC(=O)OC(C)(C)C